ClC1=NC=C(C(=C1)C1=C(C=NC(=C1)C)C(=O)NC=1SC=2C(=NC=C(N2)C2=CC(=NC=C2)C)N1)OC 2'-chloro-5'-methoxy-6-methyl-N-[6-(2-methylpyridin-4-yl)-[1,3]thiazolo[4,5-b]pyrazin-2-yl]-[4,4'-bipyridine]-3-carboxamide